5-(3,5-dimethylisoxazol-4-yl)-2-((((1r,4r)-4-methoxycyclohexyl)amino)phenyl)acetamide CC1=NOC(=C1C=1C=CC(=C(C1)CC(=O)N)NC1CCC(CC1)OC)C